C=CCC(CCCCCCC=CCCC)C(=O)[O-] pentadeca-1,11-diene-4-carboxylate